(E)-6-amino-5-(((2,4-dichlorothiazol-5-yl)methylene)amino)-2-mercaptopyrimidin-4-ol NC1=C(C(=NC(=N1)S)O)/N=C/C1=C(N=C(S1)Cl)Cl